S(C)(=O)(=O)O.N1CCC(CC1)NC(=O)C1=NNC=C1NC(C1=C(C=CC=C1Cl)Cl)=O 4-(2,6-Dichlorobenzoylamino)-1H-pyrazole-3-carboxylic acid N-(piperidin-4-yl) amide mesylate